[OH-].[Ca+2].[N+](=O)([O-])[O-].[Ca+2] calcium nitrate calcium hydroxide